1-(4-(7-(benzyloxy)-2H-chromen-4-yl)phenyl)-4-(dimethoxymethyl)piperidine C(C1=CC=CC=C1)OC1=CC=C2C(=CCOC2=C1)C1=CC=C(C=C1)N1CCC(CC1)C(OC)OC